COC(=O)[C@@H]1[C@H](C1)C1=CC(=CC=C1)Cl |r| rac-(1S,2S)-2-(3-chlorophenyl)cyclopropane-1-carboxylic acid methyl ester